2-[(1R,3R)-1-[2,6-difluoro-4-[2-[3-(fluoromethyl)azetidin-1-yl]ethoxy]phenyl]-3-methyl-1,3,4,9-tetrahydropyrido[3,4-b]indol-2-yl]-N,N-dimethyl-acetamide FC1=C(C(=CC(=C1)OCCN1CC(C1)CF)F)[C@H]1N([C@@H](CC2=C1NC1=CC=CC=C21)C)CC(=O)N(C)C